{3-(4-fluorophenyl)-1-[(1s,3s)-3-(methanesulfonyl)cyclobutyl]-1H-pyrazol-4-yl}-6-(1-methyl-1H-pyrazol-4-yl)furo[2,3-d]pyrimidine FC1=CC=C(C=C1)C1=NN(C=C1C=1N=CC2=C(N1)OC(=C2)C=2C=NN(C2)C)C2CC(C2)S(=O)(=O)C